(S)-4-(5-(3-((2-((S)-3-carboxybutanoyl)-6-methoxyisoindolin-5-yl)oxy)propoxy)-7-fluoro-6-methoxy-4-methylisoindolin-2-yl)-2-methyl-4-oxobutanoic acid C(=O)(O)[C@H](CC(=O)N1CC2=CC(=C(C=C2C1)OCCCOC=1C(=C2CN(CC2=C(C1OC)F)C(C[C@@H](C(=O)O)C)=O)C)OC)C